N-(2-(pyridin-3-ylmethoxy)-4-(4,4,5,5-tetramethyl-1,3,2-dioxaborolan-2-yl)phenyl)ethanesulfonamide N1=CC(=CC=C1)COC1=C(C=CC(=C1)B1OC(C(O1)(C)C)(C)C)NS(=O)(=O)CC